2-(8-fluoro-3-methyl-6-(4,4,5,5-tetramethyl-1,3,2-dioxaborolan-2-yl)-3,4-dihydro-5-oxa-1,2a-diazaacenaphthylen-2-yl)propan-2-ol FC1=CC(=C2OCC(N3C(=NC1=C32)C(C)(C)O)C)B3OC(C(O3)(C)C)(C)C